S1C(=NC2=C1C=CC=C2)NC(=O)C=2C=CC=C1CCN(CC21)C2=CC=C(C(=N2)C(=O)OC(C)(C)C)C2=C(C(=CC=C2)OC2CCC(CC2)CCC(=O)OCC)C tert-butyl 6-[8-(1,3-benzothiazol-2-ylcarbamoyl)-3,4-dihydro-1H-isoquinolin-2-yl]-3-[3-[4-(3-ethoxy-3-oxo-propyl) cyclohexoxy]-2-methyl-phenyl]pyridine-2-carboxylate